ClC1=C(C=CC=C1)C=1NC(C=C(C1)C1=CC(=NC=C1)NC(COC)=O)=O N-[4-[2-(2-chlorophenyl)-6-oxo-1H-pyridin-4-yl]-2-pyridyl]-2-methoxy-acetamide